C(C)OC(=O)C1=CC=C2C(C=C(NC2=C1)C1=CC=CC=C1)=O 4-oxo-2-phenyl-1,4-dihydroquinoline-7-carboxylic acid ethyl ester